(S)-6-((4-((2-hydroxy-1-phenylethyl)amino)-5-(3-(pyridin-3-yl)-1,2,4-oxadiazol-5-yl)pyridin-2-yl)amino)-1-methyl-1,2-dihydro-3H-pyrazolo[3,4-b]pyridin-3-one OC[C@H](C1=CC=CC=C1)NC1=CC(=NC=C1C1=NC(=NO1)C=1C=NC=CC1)NC1=CC=C2C(=N1)N(NC2=O)C